4-(6-chloro-3-fluoropyridin-2-yl)benzonitrile ClC1=CC=C(C(=N1)C1=CC=C(C#N)C=C1)F